N1(C=CC=C1)C(C#N)CC Azol-1-ylbutyronitrile